4,5-diaminomethyl-2-isopropyl-1,3-dioxolane NCC1OC(OC1CN)C(C)C